(S)-3-((7H-pyrrolo[2,3-d]pyrimidin-7-yl)methyl)-3-methylcyclohexane-1-one N1=CN=CC2=C1N(C=C2)C[C@@]2(CC(CCC2)=O)C